COC1=C2C(C(=C(OC2=CC(=C1)OC)C1=CC(=C(C(=C1)OC)OC)OC)OCCCCN1CCN(CC1)S(=O)(=O)C1=CC=CC=C1)=O 5,7-dimethoxy-3-(4-(4-(benzenesulfonyl)piperazin-1-yl)butoxy)-2-(3,4,5-trimethoxyphenyl)-4H-chromen-4-one